C(C1=CC=CC=C1)N1C(O/C(/C1=O)=C(/C1=C(C=CC=C1)C)\C1=CC=CC=C1)=O (E)-3-benzyl-5-(phenyl-(o-tolyl)methylene)oxazolidine-2,4-dione